C(C)(C)(C)OC(=O)N1CCC(CC1)CS(=O)(=O)C=1C=NC(=CC1)OC.ClC=1C(=NC=C(C1)Cl)N1CCNCC1 4-(3,5-dichloro-2-pyridinyl)piperazine tert-Butyl-4-(((6-methoxypyridin-3-yl)sulfonyl)methyl)piperidine-1-carboxylate